2-Amino-N-(1-(8-chloro-5-(1,1-dioxidothiomorpholino)imidazo[1,5-a]pyridin-6-yl)-2-methylpropyl)pyrazolo[1,5-a]pyrimidine-3-carboxamide trifluoroacetate salt FC(C(=O)O)(F)F.NC1=NN2C(N=CC=C2)=C1C(=O)NC(C(C)C)C=1C=C(C=2N(C1N1CCS(CC1)(=O)=O)C=NC2)Cl